P(=O)(O)(O)O.C(C)(=O)OC(C)C.C(C)(=O)OC(C)C diisopropyl diacetate phosphate